9',9''''-(4-(3-(4,6-diphenylpyrimidin-2-yl)phenyl)pyridine-2,6-diyl)bis(9'H-9,3':6',9''-tercarbazole) C1(=CC=CC=C1)C1=NC(=NC(=C1)C1=CC=CC=C1)C=1C=C(C=CC1)C1=CC(=NC(=C1)N1C2=CC=C(C=C2C=2C=C(C=CC12)N1C2=CC=CC=C2C=2C=CC=CC12)N1C2=CC=CC=C2C=2C=CC=CC12)N1C2=CC=C(C=C2C=2C=C(C=CC12)N1C2=CC=CC=C2C=2C=CC=CC12)N1C2=CC=CC=C2C=2C=CC=CC12